FC=1C=C(C=CC1)N1N=C(C2=CC=CC=C2C1=O)C=1C=C(C=CC1)NS(=O)(=O)CC N-(3-(3-(3-Fluorophenyl)-4-oxo-3,4-dihydrophthalazin-1-yl)phenyl)ethanesulfonamide